3-chloro-6,7-dihydro-1,4-oxazepine-4(5H)-carbaldehyde ClC1=COCCCN1C=O